5-(2-chloro-6-fluorophenyl)-1,4-dihydrobenzo[d]pyrazolo[3,4-f][1,3]diazepine-9-carboxylic acid ClC1=C(C(=CC=C1)F)C=1NC2=C(C3=C(N1)C=CC(=C3)C(=O)O)NN=C2